1'-methylspiro[cyclopentane-1,3'-indolin]-2'-one CN1C(C2(C3=CC=CC=C13)CCCC2)=O